N-(3-{2-[(3-Methoxy-1-methyl-1H-pyrazol-4-yl)amino]pyrimidin-4-yl}-1H-indol-7-yl)-2-(4-methylpiperazin-1-yl)propanamide COC1=NN(C=C1NC1=NC=CC(=N1)C1=CNC2=C(C=CC=C12)NC(C(C)N1CCN(CC1)C)=O)C